C(CCCCCCCCCCCCCCCCCC)OC(CCCCCCCCCCCCCCCCCCCCCCCCCCCCCC)=O.CCCCCCCCCCCCCCCCCCCCCCCCCCCCCCC hentriacontane Nonadecyl-hentriacontanoate